FC(CN1CC(C1)(C(=O)NC=1N=CC2=CC=C(C=C2C1)C1=CN=C(N1C)C)F)F 1-(2,2-difluoroethyl)-N-(6-(1,2-dimethyl-1H-imidazol-5-yl)isoquinolin-3-yl)-3-fluoroazetidine-3-carboxamide